3-(6-(2-(4-(3-(4-chloro-3-ethyl-1H-pyrrolo[2,3-b]pyridin-5-yl)phenyl)-3-oxopiperazin-1-yl)-2-oxoethoxy)-1-oxoisoindolin-2-yl)piperidine-2,6-dione ClC1=C2C(=NC=C1C=1C=C(C=CC1)N1C(CN(CC1)C(COC1=CC=C3CN(C(C3=C1)=O)C1C(NC(CC1)=O)=O)=O)=O)NC=C2CC